CC1=C2C=C(NC2=CC=C1CN1CCC(CC1)C1=CN(C2=C1N=CN=C2)C2=CC=CC=C2)C#N 4-methyl-5-((4-(5-phenyl-5H-pyrrolo[3,2-d]pyrimidin-7-yl)piperidin-1-yl)methyl)-1H-indole-2-carbonitrile